N1=C(C=CC=C1)/C=C/C1=NN(C2=CC(=CC=C12)SC1=C(C(=O)N)C=CC=C1)C(OCCOCCOCCOC)=O 2-((3-((1E)-2-(2-pyridinyl)vinyl)-1-(2,5,8,11-tetraoxadodecanoyl)-1H-indazol-6-yl)thio)benzamide